C(CCCCCCCCCCCCC)(=O)NC(=O)C=1NC(=C(N1)C(=O)N)C(CCCCCCCCCCCCC)=O dimyristoyl-imidazolebisamide